7-((R)-2,2-difluorocyclopropane-1-carboxamido)-3-(6-(1-hydroxypropyl)-4-methylpyridin-3-yl)-N-methyl-1,6-naphthyridine FC1([C@H](C1)C(=O)NC1=NC=C2C=C(CN(C2=C1)C)C=1C=NC(=CC1C)C(CC)O)F